tert-butyl (3S)-3-(cyanomethyl)azepane-1-carboxylate C(#N)C[C@H]1CN(CCCC1)C(=O)OC(C)(C)C